(1s,4s)-4-((5-(5-morpholino-1H-benzo[d]imidazol-2-yl)-2-(propylamino)pyrimidin-4-yl)amino)cyclohexan-1-ol O1CCN(CC1)C1=CC2=C(NC(=N2)C=2C(=NC(=NC2)NCCC)NC2CCC(CC2)O)C=C1